N(=C=O)C=1C=C(C=CC1)C 3-isocyanato-1-methylbenzene